C(C)NC(=O)N1[C@@H]([C@@]2(CCCC(N2)=O)CCC1)CO[C@@H]1CC[C@@H](CC1)C1=CC=CC=C1 (6R,7S)-N-ethyl-2-oxo-7-({[(CIS)-4-phenylcyclohexyl]oxy}methyl)-1,8-diazaspiro[5.5]undecane-8-carboxamide